6-(4-fluoro-2-methoxyphenyl)-2-(pyridin-3-yloxymethyl)imidazo[1,2-a]pyrimidine FC1=CC(=C(C=C1)C=1C=NC=2N(C1)C=C(N2)COC=2C=NC=CC2)OC